4,13-bis((1H-pyrazol-3-yl)methyl)-7,16,21,24-tetramethyl-1,4,7,10,13,16,21,24-octaazabicyclo[8.8.8]hexacosane N1N=C(C=C1)CN1CCN2CCN(CCN(CCN(CCN(CC1)C)CCN(CCN(CC2)C)C)CC2=NNC=C2)C